(R)-2-(4'-(3-methylpiperazin-1-yl)spiro[cyclobutane-1,5'-pyrrolo[2,3-d]pyrimidin]-7'(6'H)-yl)isonicotinonitrile hydrochloride Cl.C[C@@H]1CN(CCN1)C=1C2=C(N=CN1)N(CC21CCC1)C=1C=C(C#N)C=CN1